N1NCCC12CCCCC2 diazaspiro[4.5]decane